Cl.O[C@@H]1C[C@H](NC1)C(=O)N[C@@H](C)C1=CC=C(C=C1)C1=C(N=CS1)C (2S,4R)-4-hydroxy-N-[(1S)-1-[4-(4-methyl-1,3-thiazol-5-yl)phenyl]ethyl]pyrrolidine-2-carboxamide hydrochloride